FC1=CC=C(C=C1)C1=C(C(=NN1C1=CC=CC=C1)C)C1=CC=CC=C1 5-(4-fluorophenyl)-3-methyl-1,4-diphenyl-1H-pyrazole